2-(4-fluoro-3-nitrophenyl)-5-(furan-2-yl)-1,3,4-thiadiazole FC1=C(C=C(C=C1)C=1SC(=NN1)C=1OC=CC1)[N+](=O)[O-]